C(C)N(CC)CC1=NSC(=N1)NC(=O)C1=C(OC(=C1)C1=CC(=CC=C1)C(F)(F)F)C N-(3-((diethylamino)methyl)-1,2,4-thiadiazol-5-yl)-2-methyl-5-(3-(trifluoromethyl)phenyl)furan-3-carboxamide